(2s,3r,5r)-2-amino-6,6-difluorooctadecane-3,5-diol N[C@@H](C)[C@@H](C[C@H](C(CCCCCCCCCCCC)(F)F)O)O